[Cl-].CN(C1=CC=C(C=C1)N=NC=1N(C=C[N+]1C)C)C 2-((4-(dimethylamino)phenyl)azo)-1,3-dimethyl-1H-imidazolium chloride